2-aminoethyl acrylate C(C=C)(=O)OCCN